quinoline-3-carbonitrile hydrochloride Cl.N1=CC(=CC2=CC=CC=C12)C#N